C(=O)(O)C(CC(=O)O)C1=CC=CC=2NN=NC21 1,2-dicarboxyethyl-benzotriazole